benzyl ((1-((1-(2-(2,6-dioxopiperidin-3-yl)-1,3-dioxoisoindolin-4-yl)piperidin-4-yl)methyl)piperidin-4-yl)methyl)carbamate O=C1NC(CCC1N1C(C2=CC=CC(=C2C1=O)N1CCC(CC1)CN1CCC(CC1)CNC(OCC1=CC=CC=C1)=O)=O)=O